N-(3-chlorophenyl)-3-{[3,5-dimethyl-4-(3-morpholin-4-ylpropyl)-1H-pyrrol-2-yl]methylene}-N-methyl-2-oxoindoline-5-sulfonamide ClC=1C=C(C=CC1)N(S(=O)(=O)C=1C=C2C(C(NC2=CC1)=O)=CC=1NC(=C(C1C)CCCN1CCOCC1)C)C